FC=1C=2N(C=C(C1)NC(=O)C1=CC=C(C3=CN(N=C13)C)N1CCC(CC1)(C)NC(OC(C)(C)C)=O)C=C(N2)C tert-butyl N-{1-[7-({8-fluoro-2-methylimidazo[1,2-a]pyridin-6-yl}carbamoyl)-2-methylindazol-4-yl]-4-methylpiperidin-4-yl}carbamate